7-((N-cyclopropyl-1H-1,2,4-triazole-1-carboxamido)methyl)-2-(4-phenoxyphenyl)-4,5,6,7-tetrahydro-pyrazolo[1,5-a]pyrimidine-3-carboxamide C1(CC1)N(C(=O)N1N=CN=C1)CC1CCNC=2N1N=C(C2C(=O)N)C2=CC=C(C=C2)OC2=CC=CC=C2